C(C1=CC=CC=C1)N1C=NC2=C1C=C(C=C2)C2=NNC(=C2)NC(C2=CC=C(C=C2)CN2CCN(CC2)CC)=O N-(3-(1-benzyl-1H-benzo[d]imidazol-6-yl)-1H-pyrazol-5-yl)-4-((4-ethylpiperazin-1-yl)methyl)benzamide